(carboxymethoxy)-4-chloro-thiophene-2-carboxylic acid C(=O)(O)COC1=C(SC=C1Cl)C(=O)O